ClC1=CC=2N(C(N(C=3N=CC(=CC3C2C(=C1)C)F)CC)=O)C1=C(C=C(C=C1F)NCCNC)F 13-chloro-10-(2,6-difluoro-4-{[2-(methylamino)ethyl]amino}phenyl)-8-ethyl-4-fluoro-15-methyl-6,8,10-triazatricyclo[9.4.0.02,7]pentadeca-1(11),2(7),3,5,12,14-hexaen-9-one